7,9-Dibromo-2-cyclopropyl-8H-pyrimido[1,2-b]pyridazin-8-one BrC=1C(C(=C2N(N1)C=CC(=N2)C2CC2)Br)=O